C(#N)CC(=O)C1=C(O[C@H]2C[C@@H](CC2)NC(OC(C)(C)C)=O)C=C(C=C1F)C tert-butyl ((1R,3R)-3-(2-(2-cyanoacetyl)-3-fluoro-5-methylphenoxy)cyclopentyl)carbamate